OC[C@@]1(COC2=C1C=C(C=C2C(=O)NC)C(=O)N[C@@H]2[C@H](C2)C)C2=CC=CC=C2 |&1:2| (+/-)-3-(hydroxymethyl)-N7-methyl-N5-((1S,2S)-2-methylcyclopropyl)-3-phenyl-2,3-dihydrobenzofuran-5,7-dicarboxamide